1-(2-((2-((3-chloro-2-fluorobenzyl)amino)-2-oxoethyl)(isopropyl)amino)-2-oxoethyl)-1H-indazole-3-carboxamide ClC=1C(=C(CNC(CN(C(CN2N=C(C3=CC=CC=C23)C(=O)N)=O)C(C)C)=O)C=CC1)F